N-(2-(2,6-dioxopiperidin-3-yl)-1,3-dioxoisoindolin-4-yl)-4-(piperazin-1-ylmethyl)benzamide O=C1NC(CCC1N1C(C2=CC=CC(=C2C1=O)NC(C1=CC=C(C=C1)CN1CCNCC1)=O)=O)=O